C1=CC=CC=2C3=CC=CC=C3C(C12)COC(=O)NC(C(=O)O)CC1=CC(=C(C=C1)C(NC)=O)OC 2-((((9H-Fluoren-9-yl)methoxy)carbonyl)amino)-3-(3-methoxy-4-(methylcarbamoyl)phenyl)propanoic acid